ClC1=NC2=CC=CC=C2N=C1C1=CC=CC=2C(C3=CC=CC=C3C12)(C)C 2-chloro-3-(9,9-dimethyl-9H-fluoren-4-yl)quinoxaline